N-(5-(1-(3-(cyanomethyl)azetidin-3-yl)-1H-pyrazol-4-yl)-[1,2,4]triazolo[1,5-a]pyridin-2-yl)-1-methyl-1H-pyrazole-4-carboxamide C(#N)CC1(CNC1)N1N=CC(=C1)C1=CC=CC=2N1N=C(N2)NC(=O)C=2C=NN(C2)C